ClC=1C=C(C=CC1)N1[C@H]([C@H]2[C@@H]([C@H]2C1)C1=NOC(=N1)CN1C=NC=2N=CN(C2C1=O)C)C 1-((3-((1R,2S,5S,6R)-3-(3-chlorophenyl)-2-methyl-3-azabicyclo[3.1.0]hexan-6-yl)-1,2,4-oxadiazol-5-yl)methyl)-7-methyl-1,7-dihydro-6H-purin-6-one